FC(C1=CC(=NC=C1)C1=CC=2C(=CN=C(C2)CC2(CC2)C(=O)O)N1)(F)F 1-((2-(4-(trifluoromethyl)pyridin-2-yl)-1H-pyrrolo[2,3-c]pyridin-5-yl)methyl)cyclopropane-1-carboxylic acid